6-methoxy-2-(4-(piperidin-1-yl)styryl)benzo[d]thiazole COC1=CC2=C(N=C(S2)C=CC2=CC=C(C=C2)N2CCCCC2)C=C1